S1(CCC=CC1)=O 3,6-dihydro-2H-thiopyran 1-oxide